NN1[C@H]2CC(C[C@@H]1CC2)O (1R,3R,5S)-8-amino-8-azabicyclo[3.2.1]octan-3-ol